2-bromopropionic acid propyl ester C(CC)OC(C(C)Br)=O